(E)-3-[4-[(E)-3-[4-(1-Methylpiperidin-4-yl)phenyl]-3-oxoprop-1-enyl]phenyl]prop-2-enoic acid CN1CCC(CC1)C1=CC=C(C=C1)C(/C=C/C1=CC=C(C=C1)/C=C/C(=O)O)=O